copper (II) 1,4,7-trimethyl-1,4,7-triazacyclononane CN1CCN(CCN(CC1)C)C.[Cu+2]